tert-butyl 4-(2-((4-fluorophenyl)ethynyl)-4-nitrophenyl)piperazine-1-carboxylate FC1=CC=C(C=C1)C#CC1=C(C=CC(=C1)[N+](=O)[O-])N1CCN(CC1)C(=O)OC(C)(C)C